COC(C(COC1=CC=C(C=C1)Cl)(C)C)=O 3-(4-chlorophenoxy)-2,2-dimethylpropionic acid methyl ester